C(C)(C)(C)OC(=O)N1C[C@@H](CC1)N1C(N(CC=2C1=NC(=NC2)N)C2=C(C=CC=C2C)F)=O.CC2=CC1=C(C3=CC(=C(C=C3C(=C1C=C2C)C2=CC1=CC=CC=C1C=C2)C)C)C2=CC1=CC=CC=C1C=C2 2,3,6,7-tetramethyl-9,10-di(2-naphthyl)anthracene tert-butyl-(3R)-3-[7-amino-3-(2-fluoro-6-methyl-phenyl)-2-oxo-4H-pyrimido[4,5-d]pyrimidin-1-yl]pyrrolidine-1-carboxylate